NC1=C(C(=NC=2N1N=C(C2CC)C)NCCC2=NC(=CC=C2)CBr)C#N 7-amino-5-((2-(6-(bromomethyl)pyridin-2-yl)ethyl)amino)-3-ethyl-2-methylpyrazolo[1,5-a]pyrimidine-6-carbonitrile